tert-butyl 2-bromo-4-methyl-1H-imidazole-1-carboxylate BrC=1N(C=C(N1)C)C(=O)OC(C)(C)C